6-(3,4-dimethylphenyl)-N-[3-(4-fluorophenyl)azetidin-3-yl]-4-oxo-3-(trifluoromethyl)-4,5-dihydropyrazolo[1,5-a]pyrazine-2-carboxamide CC=1C=C(C=CC1C)C=1NC(C=2N(C1)N=C(C2C(F)(F)F)C(=O)NC2(CNC2)C2=CC=C(C=C2)F)=O